CN(C(C1=C(N=CC=C1)Cl)=O)C N,N-dimethyl-2-chloronicotinic acid amide